C(C)N1C[C@@H]([C@H](CC1)C1=CC=C(C=C1)B(O)O)F (4-((3r,4r)-1-ethyl-3-fluoropiperidin-4-yl)phenyl)boronic acid